N-ethyl-N-(2-hydroxy-3-sulfopropyl)-M-toluidine C(C)N(C1=CC(=CC=C1)C)CC(CS(=O)(=O)O)O